2-((6-(aminomethyl)imidazo[1,2-a]pyridin-2-yl)methyl)-2,7-naphthyridin-1(2H)-one NCC=1C=CC=2N(C1)C=C(N2)CN2C(C1=CN=CC=C1C=C2)=O